ClC1=CC=2C(=C3C(=NC2C=C1F)C1=CC2=C(C(N1C3)=O)COC([C@]2(O)CC)=O)CNC(C[C@H](C)O)=O (S)-N-(((S)-9-chloro-4-ethyl-8-fluoro-4-hydroxy-3,14-dioxo-3,4,12,14-tetrahydro-1H-pyrano[3',4':6,7]indolizino[1,2-b]quinolin-11-yl)methyl)-3-hydroxybutanamide